CN(C1[NH+](CCCN1C)C)C 2-dimethylamino-1,3-dimethyl-1,4,5,6-tetrahydropyrimidinium